ClC1=C(C(=O)C=2C=CC(=C(C=O)C2)N2C[C@H](CC2)OC2=NC=CC=C2)C=CC=C1 (S)-5-(2-chlorobenzoyl)-2-(3-(pyridin-2-yloxy)pyrrolidin-1-yl)benzaldehyde